BrCC=1C(C)=CC(C)=C(C)C1 monobromodurene